tert-butyl N-[2-[4-(3-oxopropyl)piperazin-1-yl]ethyl]carbamate O=CCCN1CCN(CC1)CCNC(OC(C)(C)C)=O